COS(=O)(=O)CC1CC(C1)CCOC(C)(C)C (3-(2-(T-Butoxy)ethyl)cyclobutyl)methylsulfonic acid methyl ester